CC1=C(C(=O)OC(CCC(C)(C)C)OS(=O)(=O)ON2[C@@H]3CC[C@H](N(C2=O)C3)C(N)=O)C(=CC=C1)C (((((1R,2S,5R)-2-carbamoyl-7-oxo-1,6-diazabicyclo[3.2.1]octan-6-yl) oxy) sulfonyl) oxy)-4,4-dimethylpentyl 2,6-dimethylbenzoate